(3-methyl-2-oxo-5-(piperazin-1-yl)-2,3-dihydro-1H-benzo[d]imidazol-1-yl)piperidine-2,6-dione hydrochloride Cl.CN1C(N(C2=C1C=C(C=C2)N2CCNCC2)N2C(CCCC2=O)=O)=O